C(CCCCCCCCCCC)[NH3+].P(=O)(OCCCCCC)(OCCCCCC)[O-] dihexyl phosphate lauryl-ammonium salt